chloro-2,3-dihydrophenothiazine-1,4-dione ClC1C(C=2NC3=CC=CC=C3SC2C(C1)=O)=O